(E)-3-(2-fluoro-4-(5-(((1S,2S,3R,5R)-2-fluoro-8-azabicyclo[3.2.1]octan-3-yl)(methyl)amino)pyrazin-2-yl)-5-hydroxyphenyl)-N-methylacrylamide FC1=C(C=C(C(=C1)C1=NC=C(N=C1)N(C)[C@H]1[C@H]([C@@H]2CC[C@H](C1)N2)F)O)/C=C/C(=O)NC